COC1=C(C=CC(=C1)S(=O)(=O)C)NCC(=O)O N-(2-methoxy-4-(methylsulfonyl)phenyl)glycine